[S].C(C=C)C(CC=C)N diallylmethylamine sulfur